2-(4-(4-methylpiperazin-1-yl)phenyl)acetonitrile CN1CCN(CC1)C1=CC=C(C=C1)CC#N